3,5,6-trifluoro-4-hexylbenzene-1,2-diamine FC1=C(C(=C(C(=C1CCCCCC)F)F)N)N